chloroacetyl-L-histidine ClCC(=O)N[C@@H](CC1=CNC=N1)C(=O)O